C(C)(C)N1N=C(C2=C(C1=O)C=NC(=N2)NC2=CC=C(C=C2)N2CCN(CC2)C)C=2C=C(C=CC2)NC(C=C)=O N-(3-(6-isopropyl-2-((4-(4-methylpiperazin-1-yl)phenyl)amino)-5-oxo-5,6-dihydropyrimido[4,5-d]pyridazin-8-yl)phenyl)acrylamide